C(C)(C)(C)N1C[C@H]([C@H](C1)C1=CC=C(C=C1)Cl)C(=O)O (3s,4s)-1-(tert-butyl)-4-(4-chlorophenyl)pyrrolidine-3-carboxylic acid